FCC(=O)N(CC(=O)N)NC(=O)[C@H]1N(CCC1)C(CC1=CC=CC=C1)=O 2-[(2-Fluoroacetyl)-[[(2S)-1-(2-phenylacetyl)pyrrolidin-2-carbonyl]amino]amino]acetamid